C(C)(C)(C)[Si](OC[C@@H]([C@H](C(=O)N(C)OC)C)C=C)(C1=CC=CC=C1)C1=CC=CC=C1 (2R,3R)-3-(((TERT-BUTYLDIPHENYL-SILYL)OXY)METHYL)-N-METHOXY-N,2-DIMETHYLPENT-4-ENAMIDE